2-Bromo-4-chloro-1-iodobenzol BrC1=C(C=CC(=C1)Cl)I